FC=1C(=NC=CC1)N1N(CC(C1)(C(F)(F)F)OC1=C(C=CC=C1)C)C(=O)OC(C)(C)C tert-butyl 2-(3-fluoropyridin-2-yl)-4-(tolyloxy)-4-trifluoromethylpyrazoline-1-carboxylate